NCCOC1=CC=C(CNC(=O)NC=2SC=C(N2)C(C)(C)C2=CC=C(C=C2)Br)C=C1 1-(4-(2-aminoethoxy)benzyl)-3-(4-(2-(4-bromophenyl)propan-2-yl)thiazol-2-yl)urea